FC1=C(C=C(C=C1)CN1CCN(CC1)C(=O)OC)NC(=O)NC=1C=NC(=CC1)C methyl 4-[(4-fluoro-3-{[(6-methyl (3-pyridyl))amino]carbonylamino}phenyl)methyl]piperazinecarboxylate